Cl.O[C@@](CNC[C@@H](C)NS(=O)(=O)C=1C=C2C=CN=CC2=CC1)(C)C1=CC=CC=C1 N-[(R)-1-{(S)-2-hydroxy-2-phenylpropylamino}propan-2-yl]isoquinoline-6-sulfonamide hydrochloride